CNC(NNC(CC1=CC=CC=C1)=O)=S 3-methyl-1-(2-phenylacetamido)thiourea